(S)-N-(1-(4-(N-cyclopentylsulfamoyl)phenylamino)-1-oxo-3-phenylpropan-2-yl)-5-fluoropicolinamide C1(CCCC1)NS(=O)(=O)C1=CC=C(C=C1)NC([C@H](CC1=CC=CC=C1)NC(C1=NC=C(C=C1)F)=O)=O